ONC(=O)C1=CC=C(C=C1)NC(CC)=O N-[4-(hydroxycarbamoyl)phenyl]propanamide